FC=1C=C2C(=C(C=NC2=C(C1)F)C(=O)N1CCN(CC1)C(=O)N1CCCC1)N1CCC(CC1)(C#N)C 1-(6,8-difluoro-3-(4-(pyrrolidine-1-carbonyl)piperazine-1-carbonyl)quinolin-4-yl)-4-methylpiperidine-4-carbonitrile